8-[4-(2,6-dibenzyloxy-3-pyridyl)-2,3-dihydro-1,4-benzoxazin-8-yl]-1,4-dioxa-8-azaspiro[4.5]decane C(C1=CC=CC=C1)OC1=NC(=CC=C1N1CCOC2=C1C=CC=C2N2CCC1(OCCO1)CC2)OCC2=CC=CC=C2